(-)-Hexyl (3-(5-(5-((cyclopropylmethylamino)(phenyl)methyl)-2-fluorophenylcarbonyl)-3-(trifluoromethyl)-1H-pyrazol-1-yl)phenyl)(imino)methylcarbamate C1(CC1)CNC(C=1C=CC(=C(C1)C(=O)C1=CC(=NN1C=1C=C(C=CC1)N(C(OCCCCCC)=O)C=N)C(F)(F)F)F)C1=CC=CC=C1